(2-(4-(3,5-dichlorophenyl)piperazin-1-yl)-2-oxo-1-phenylethyl)pyrrolidine-2,5-dione ClC=1C=C(C=C(C1)Cl)N1CCN(CC1)C(C(C1=CC=CC=C1)N1C(CCC1=O)=O)=O